benzoimidazole-5-carboxylic acid (3-dimethylamino-propyl)-amide CN(CCCNC(=O)C1=CC2=C(N=CN2)C=C1)C